5-((3-aminoazetidin-1-yl)methyl)-N-(4-((4-cyclobutylpiperidin-1-yl)sulfonyl)phenyl)-2-(N-methylmethylsulfonamido)benzamide NC1CN(C1)CC=1C=CC(=C(C(=O)NC2=CC=C(C=C2)S(=O)(=O)N2CCC(CC2)C2CCC2)C1)N(S(=O)(=O)C)C